ClC1=NC(=CC(=C1)NC(=O)C1=C(N(C(=C1C)C(C(=O)NC1CCC(CC1)O)=O)C)C)C N-(2-chloro-6-methylpyridin-4-yl)-5-(2-(((1s,4s)-4-hydroxycyclohexyl)amino)-2-oxoacetyl)-1,2,4-trimethyl-1H-pyrrole-3-carboxamide